[Na].[N+](=O)([O-])C1=C(C=CC=C1)O o-nitrophenol sodium salt